CN1N=C(C=C1)C1=C2C(=CS1)CCC2=O 3-(1-methyl-1H-pyrazol-3-yl)-5,6-dihydro-4H-cyclopenta[c]thiophen-4-one